N-(1-((1S,2S)-2-fluorocyclopropyl)-2-oxo-1,2-dihydropyridin-3-yl)-7-isopropoxy-2-((1R,4S)-1-methyl-2-oxabicyclo[2.2.1]heptan-4-yl)imidazo[1,2-a]pyrimidine-6-carboxamide F[C@@H]1[C@H](C1)N1C(C(=CC=C1)NC(=O)C=1C(=NC=2N(C1)C=C(N2)[C@]21CO[C@](CC2)(C1)C)OC(C)C)=O